C(=O)C1=C(C=CC2=C1NC(=N2)C2=CC=C(C(=O)OC)C=C2)O Methyl 4-(7-formyl-6-hydroxy-1H-benzimidazol-2-yl)-benzoate